S1C(=NC=C1)NC(=O)NC(NC1=CC=CC=C1)=O 1-(2-Thiazolyl)-3-(phenylcarbamoyl)urea